C(C=C)(=O)NN1C[C@H](CCC1)C1=NC=CC2=C1N=C(N2)C (S)-4-(1-acryloylaminopiperidine-3-yl)-2-methyl-1H-imidazo[4,5-c]pyridine